tert-butyl (S)-6-((cyclopropylmethyl) carbamoyl)-7-(4-fluorobenzyl)-2-methyl-2,3-dihydro-1H-pyrido[2,3-b][1,4]oxazine-1-carboxylate C1(CC1)CNC(=O)C=1C(=CC2=C(OC[C@@H](N2C(=O)OC(C)(C)C)C)N1)CC1=CC=C(C=C1)F